Ethoxymethyl-benzene C(C)OCC1=CC=CC=C1